COC=1C(=C(C2=C(OCCO2)C1)C)CCNC(OC(C)(C)C)=O Tert-butyl (2-(7-methoxy-5-methyl-2,3-dihydrobenzo[b][1,4]dioxin-6-yl)ethyl)carbamate